(1S,2R)-2-((6-(5-chloro-6-fluoro-7-(isopropylamino)-2-(tetrahydro-2H-pyran-2-yl)-2H-indazol-4-yl)imidazo[1,2-a]pyrazin-2-yl)carbamoyl)cyclopropane-1-carboxylic acid ClC1=C(C2=CN(N=C2C(=C1F)NC(C)C)C1OCCCC1)C=1N=CC=2N(C1)C=C(N2)NC(=O)[C@H]2[C@H](C2)C(=O)O